FC(C1(CC1)C=1C=CC(=NC1)C#N)(F)F 5-[1-(trifluoromethyl)cyclopropyl]pyridine-2-carbonitrile